3-[3-(2-Cyanoethoxy)propoxy]propanenitrile C(#N)CCOCCCOCCC#N